OC1C(=C(OC1C(F)(F)F)C1=CC2=CC=CC=C2C=C1)C#N hydroxy-2-(naphthalen-2-yl)-5-(trifluoromethyl)-4,5-dihydrofuran-3-carbonitrile